tert-butyl 2-(6-bromopyridin-2-yl)propanoate BrC1=CC=CC(=N1)C(C(=O)OC(C)(C)C)C